N-(4-(2-(((1r,4r)-4-aminocyclohexyl)amino)-8-ethyl-quinazolin-6-yl)-3-chlorophenyl)-2-chlorobenzenesulfonamide, formate salt C(=O)O.NC1CCC(CC1)NC1=NC2=C(C=C(C=C2C=N1)C1=C(C=C(C=C1)NS(=O)(=O)C1=C(C=CC=C1)Cl)Cl)CC